(2R,5S,13aR)-N-(2,5-difluorobenzyl)-8-hydroxy-7,9-dioxo-2,3,4,5,7,9,13,13a-octahydro-2,5-methanopyrido[1',2':4,5]pyrazino[2,1-b][1,3]oxazepine-10-carboxamide FC1=C(CNC(=O)C=2C(C(=C3N(C[C@H]4O[C@@H]5CC[C@H](N4C3=O)C5)C2)O)=O)C=C(C=C1)F